CC(C)(OC(CCCNC(NCCCCCNC(CNC(CCC(=O)O)=O)=O)=O)=O)C 2,2-di-methyl-4,9,17,20-tetraoxo-3-oxa-8,10,16,19-tetraazatricosan-23-oic acid